NC1=C(C(=NN1C(C)C)C(=O)NC=1C(=NC=C(C1)NC(CC1=CC=C(C=C1)Cl)=O)F)C#N 5-amino-N-(5-(2-(4-chlorophenyl)acetamido)-2-fluoropyridin-3-yl)-4-cyano-1-isopropyl-1H-pyrazole-3-carboxamide